5-(2-(4-(1-(4-amino-5-methoxy-2-(1-methyl-1H-pyrazol-4-yl)phenyl)piperidin-4-yl)piperazin-1-yl)-7-azaspiro[3.5]nonan-7-yl)-2-(2,6-dioxopiperidin-3-yl)isoindoline-1,3-dione NC1=CC(=C(C=C1OC)N1CCC(CC1)N1CCN(CC1)C1CC2(C1)CCN(CC2)C=2C=C1C(N(C(C1=CC2)=O)C2C(NC(CC2)=O)=O)=O)C=2C=NN(C2)C